C(C=C)N1N(C2=NC(=NC=C2C1=O)NC1=CC=C(C=C1)N1CCN(CC1)C)C1=CC=C2C(=N1)C(CC2)O 2-allyl-1-(7-hydroxy-6,7-dihydro-5H-cyclopenta[b]pyridin-2-yl)-6-((4-(4-methylpiperazin-1-yl)phenyl)amino)-1,2-dihydro-3H-pyrazolo[3,4-d]pyrimidin-3-one